(S)-2-((4-(3-((3,9-diazaspiro[5.5]undec-3-yl)methyl)pyrrolidin-1-yl)pyrimidine-5-yl)oxy)-5-fluoro-N,N-diisopropylbenzamide C1CN(CCC12CCNCC2)C[C@H]2CN(CC2)C2=NC=NC=C2OC2=C(C(=O)N(C(C)C)C(C)C)C=C(C=C2)F